N-(4-(4-(2-(4-(Trifluoromethyl)phenyl)acetyl)-1,4-diazepane-1-carbonyl)phenyl)quinoline-8-sulfonamide FC(C1=CC=C(C=C1)CC(=O)N1CCN(CCC1)C(=O)C1=CC=C(C=C1)NS(=O)(=O)C=1C=CC=C2C=CC=NC12)(F)F